C(CC)NCCNCCC di-N-propylethylenediamine